copper (2+) diacetate C(C)(=O)[O-].C(C)(=O)[O-].[Cu+2]